9-(4-((1-(3-fluoropropyl)azetidin-3-yl)methyl)phenyl)-8-(6-methoxypyridin-3-yl)-6,7-dihydro-5H-benzo[7]annulene-3-carboxylic acid FCCCN1CC(C1)CC1=CC=C(C=C1)C1=C(CCCC2=C1C=CC(=C2)C(=O)O)C=2C=NC(=CC2)OC